BrC1=CC2=C(NC(C(N2)(C)CO)=O)N=C1 7-bromo-2-(hydroxymethyl)-2-methyl-1,4-dihydropyrido[2,3-b]pyrazin-3(2H)-one